CC(CC(CC(=O)O)C(=O)O)CC(CCC)C 4,6-dimethyl-1,2-nonane-dicarboxylic acid